FC=1C=C(C=CC1CN1C(=NC=C1)C)C1=C(SC(=C1)CC(C)C)S(=O)(=O)NC(=O)NCCCO 1-[[3-[3-fluoro-4-[(2-methylimidazol-1-yl)methyl]phenyl]-5-isobutyl-2-thienyl]sulfonyl]-3-(3-hydroxypropyl)urea